2-bromo-4-iodophenyl-4-cyanobenzeneFormamide BrC1=C(C=CC(=C1)I)C1=C(C=CC(=C1)C#N)C(=O)N